C(#N)C1(CCC(CC1)C(=O)O)C1=CC(=C(C=C1)OC)OC1CCCC1 4-cyano-4-(3-cyclopentyloxy-4-methoxyphenyl)cyclohexan-1-carboxylic acid